1-[4-iodo-6-(morpholin-4-yl)pyridin-2-yl]-3-methylazetidin-3-ol IC1=CC(=NC(=C1)N1CCOCC1)N1CC(C1)(O)C